OC=1C=CC=C2NC=C(CCNC)C12 4-hydroxy-N-methyl-tryptamine